NC(CNC(OCC1=CC=CC=C1)=O)C1CCCC1 benzyl N-(2-amino-2-cyclopentylethyl)carbamate